6-(4-((S)-2-hydroxy-1-phenylethylamino)-5-(1,3,4-oxadiazol-2-yl)pyrimidin-2-ylamino)-2,2-dimethyl-2,3-dihydrobenzofuran-3-ol OC[C@H](C1=CC=CC=C1)NC1=NC(=NC=C1C=1OC=NN1)NC1=CC2=C(C(C(O2)(C)C)O)C=C1